(3R,4R,5R,6R)-4,5-bis(benzyloxy)-6-((benzyloxy)methyl)tetrahydro-2H-pyran C(C1=CC=CC=C1)O[C@@H]1CCO[C@@H]([C@@H]1OCC1=CC=CC=C1)COCC1=CC=CC=C1